2-methylpropyl cyclopropanecarboxylate C1(CC1)C(=O)OCC(C)C